N1=CC=C(C=C1)/C=C/C(=O)NC1=CC=C(C(=O)NCC2=CC(=CC=C2)OC(F)(F)F)C=C1 (E)-4-(3-(pyridin-4-yl)acrylamido)-N-(3-(trifluoromethoxy)benzyl)benzamide